FC1=C(C=C(C=C1)OC)NC1=NC=CC2=C(C(=CC=C12)C)[N+](=O)[O-] N-(2-fluoro-5-methoxyphenyl)-6-methyl-5-nitroisoquinolin-1-amine